2-chloro-4-phenyl-6-(9-phenyldibenzo[b,d]furan-3-yl)-1,3,5-Triazine ClC1=NC(=NC(=N1)C1=CC=CC=C1)C=1C=CC2=C(OC3=C2C(=CC=C3)C3=CC=CC=C3)C1